C(CCC)C1=NC=2C(=C3C(=NC2NC(C)(C)C)C=C(S3)C)N1CC1CCN(CC1)C(=O)OC(C)(C)C tert-butyl 4-((2-butyl-4-(tert-butylamino)-7-methyl-1H-imidazo[4,5-d]thieno[3,2-b]pyridin-1-yl)methyl)piperidine-1-carboxylate